(1r,5r)-1-cyano-N-{cis-3-[methyl-(7H-pyrrolo[2,3-d]pyrimidin-4-yl)amino]cyclobutyl}-3-azabicyclo[3.1.0]hexane-3-sulfonamide C(#N)[C@]12CN(C[C@@H]2C1)S(=O)(=O)N[C@@H]1C[C@@H](C1)N(C=1C2=C(N=CN1)NC=C2)C